C1(=CC=CC=C1)N(C1=CC(=CC=C1)C=1N(C=CN1)C1=CC=CC=C1)C1=CC(=CC=C1)C=1N(C=CN1)C1=CC=CC=C1 N-phenyl-3-(1-phenyl-1H-imidazol-2-yl)-N-(3-(1-phenyl-1H-imidazol-2-yl)phenyl)aniline